N-ethyl-2-(3-(4-methoxyphenyl)-6-oxopyridazin-1(6H)-yl)acetamide C(C)NC(CN1N=C(C=CC1=O)C1=CC=C(C=C1)OC)=O